P(=O)(OC1=CC=C(C=C1)OC#N)(OC1=CC=C(C=C1)OC#N)OC1=CC=C(C=C1)OC#N tris(4-cyanatophenyl) phosphate